N-(4-(difluoromethyl)-5-iodothiazol-2-yl)acetamide FC(C=1N=C(SC1I)NC(C)=O)F